C1(CCC1)S(=O)C1=C(C2=C(N=C(N=C2C2=CC=CC=C2)C2=CC=3C(N=C2)=NN(C3)C)S1)N 6-(cyclobutylsulfinyl)-2-(2-methyl-2H-pyrazolo[3,4-b]pyridin-5-yl)-4-phenylthieno[2,3-d]pyrimidin-5-amine